1,3-di-tert-butyl-2-ethyl-1,3-propanediol dibenzoate C(C1=CC=CC=C1)(=O)OC(C(C(OC(C1=CC=CC=C1)=O)C(C)(C)C)CC)C(C)(C)C